ClC=1C=C(C=NC1)N[C@@H](C)C(=O)N1C2CC(C(C1C(=O)NC(CC1C(NCCC1)=O)C#N)CC2)(F)F 2-((5-chloropyridin-3-yl)-alanyl)-N-(1-cyano-2-(2-oxopiperidin-3-yl)ethyl)-5,5-difluoro-2-azabicyclo[2.2.2]octane-3-carboxamide